COC1=CC=C(C=C1)C1OCC(CO1)CO (2-(4-Methoxyphenyl)-1,3-dioxan-5-yl)methanol